NC(C(=O)O)CCCNC(N)=O 2-amino-5-(carbamoylamino)valeric acid